5-(pentafluorosulfanyl)benzaldehyde FS(C=1C=CC=C(C=O)C1)(F)(F)(F)F